B(OC(C)(CC(C)O)C)(O)OC[C@@H](CO)C=1C=NC=C(C1)C1=CC(=C(C=C1)OC)OCCC 4-hydroxy-2-methylpentan-2-yl hydrogen ((R)-3-hydroxy-2-(5-(4-methoxy-3-propoxyphenyl) pyridin-3-yl) propyl) borate